C1=CC=CC=2C3=CC=CC=C3C(C12)COC(=O)N1C[C@@](O[C@H](C1)N1C(N=C(C=C1)NC(C1=CC=CC=C1)=O)=O)(CO[Si](C(C)C)(C(C)C)C(C)C)COC(C1=CC=CC=C1)(C1=CC=C(C=C1)OC)C1=CC=C(C=C1)OC (2S,6R)-6-(4-benzamido-2-oxo-pyrimidin-1-yl)-2-[[bis(4-methoxyphenyl)-phenyl-methoxy]methyl]-2-(triisopropylsilanyloxymethyl)morpholine-4-carboxylic acid 9H-fluoren-9-ylmethyl ester